4-Methyl-N-[2-(morpholin-4-yl)-[1,3]thiazolo[5,4-c]pyridin-6-yl]-6-((3S)-pyrrolidin-3-yloxy)pyridin-2-amine CC1=CC(=NC(=C1)O[C@@H]1CNCC1)NC1=CC2=C(C=N1)SC(=N2)N2CCOCC2